C(C)(=O)N1[C@@H]2CNC[C@H]1CC2 |r| rac-(1S,5R)-8-acetyl-3,8-diazabicyclo[3.2.1]octan